(1-(Cyclopropylmethyl)-7-(2-ethyl-6-methylpyridin-3-yl)-3-fluoro-2-(1,2,5,6-tetrahydropyridin-3-yl)-1H-indol-5-yl)(1-methylpyrrolo[3,4-c]pyrazol-5(1H,4H,6H)-yl)methanone C1(CC1)CN1C(=C(C2=CC(=CC(=C12)C=1C(=NC(=CC1)C)CC)C(=O)N1CC=2N(N=CC2C1)C)F)C=1CNCCC1